5-(trifluoromethyl)-benzoic acid FC(C=1C=CC=C(C(=O)O)C1)(F)F